C1(CC1)C(CNC=1N=CC2=C(N1)NC=C2C=2C=C1N=CC=NC1=CC2)(F)F N-(2-cyclopropyl-2,2-difluoroethyl)-5-(quinoxalin-6-yl)-7H-pyrrolo[2,3-d]pyrimidin-2-amine